S1C(=NC=C1)C1=CC=CC=2N=CNC21 4-thiazolyl-(benzimidazole)